tert-butyl 4-hydroxy-5,6,8,9-tetrahydro-7H-pyrimido[4,5-d]azepine-7-carboxylate OC1=NC=NC=2CCN(CCC21)C(=O)OC(C)(C)C